CC=1C=C(C=C(C1)B1OC(C(O1)(C)C)(C)C)S(=O)(=O)NCCN1CCCCC1 3-methyl-N-(2-(piperidin-1-yl)ethyl)-5-(4,4,5,5-tetramethyl-1,3,2-dioxaborolan-2-yl)benzenesulfonamide